S1C2=C(C=C1C1=CC(=NC(=N1)C1=CN(C3=NC=C(N=C31)Cl)C(C3=CC=CC=C3)(C3=CC=CC=C3)C3=CC=CC=C3)N[C@@H]3[C@H](C1CCC3CC1)C(=O)OCC)C=CC=C2 (2S,3S)-ethyl 3-((6-(benzo[b]thiophen-2-yl)-2-(2-chloro-5-trityl-5H-pyrrolo[2,3-b]pyrazin-7-yl)pyrimidin-4-yl)amino)bicyclo[2.2.2]octane-2-carboxylate